FC1=C(C(=CC=C1)F)C1=NC=2C(=NNC2C=2C=C(N=C(C2N1)C)N1C[C@@H](OCC1)COC(F)(F)F)C (2R)-4-[8-(2,6-difluorophenyl)-5,11-dimethyl-3,4,7,9,12-pentazatricyclo[8.4.0.02,6]tetradeca-1(10),2(6),4,7,11,13-hexaen-13-yl]-2-(trifluoromethoxymethyl)morpholine